ClC1=CC=C(C=C1)C(C1=CC=CC=C1)=O p-chlorobenzophenone